CC1=NC(=CC=C1)C#CC1=CC=CC=C1 2-methyl-6-(phenylethynyl)pyridine